ClC=1C=NC(=C(C(=O)NC2CCC(CC2)CN2C(N(C=3C2=NC=CC3)C3=C(C=CC(=C3)OC)F)=O)C1)C(F)(F)F 5-chloro-N-((1r,4r)-4-((1-(2-fluoro-5-methoxyphenyl)-2-oxo-1H-imidazo[4,5-b]pyridin-3(2H)-yl)methyl)cyclohexyl)-2-(trifluoro-methyl)nicotinamide